COC(COC1=CC=CC=C1)=O 4-(2-methoxy-2-oxo-ethoxy)benzene